tert-butyl (2-chloro-4-(2,4,5-trifluorophenyl)pyridin-3-yl)carbamate ClC1=NC=CC(=C1NC(OC(C)(C)C)=O)C1=C(C=C(C(=C1)F)F)F